2-(4-chlorobenzoylamino)-N-(2-chloro-6-methylphenyl)-1,3-selenazol-5-carboxamide ClC1=CC=C(C(=O)NC=2[Se]C(=CN2)C(=O)NC2=C(C=CC=C2C)Cl)C=C1